CC(C(=O)O)(C\C=C\C)C (E)-2,2-Dimethyl-hex-4-enoic acid